(6-chloropyridin-2-yl)-5-(2,6-difluoro-4-methoxyphenyl)-1-methyl-1,2-dihydro-3H-pyrazol-3-one ClC1=CC=CC(=N1)N1N(C(=CC1=O)C1=C(C=C(C=C1F)OC)F)C